4-bromo-4-chloro-5-(1-methylcyclopropyl)-1-(tetrahydro-2H-pyran-2-yl)-1H-indazole BrC1(C2=CNN(C2=CC=C1C1(CC1)C)C1OCCCC1)Cl